N-(5-(chloromethyl)pyridin-2-yl)-1-(4-cyano-3-(trifluoromethyl)phenyl)piperidine-4-carboxamide ClCC=1C=CC(=NC1)NC(=O)C1CCN(CC1)C1=CC(=C(C=C1)C#N)C(F)(F)F